(3-((2-nitrobenzyl)oxy)phenyl)methyl alcohol [N+](=O)([O-])C1=C(COC=2C=C(C=CC2)CO)C=CC=C1